C1(CC1)S(=O)(=O)N1N=CC(=C1)C1=NC=CC(=N1)C1(NC=C(C(=C1)NCC1CC(C1)CN(C)C)C1=NN(C=C1)C)N 2-(2-(1-(Cyclopropylsulfonyl)-1H-pyrazol-4-yl)pyrimidin-4-yl)-N4-(((1s,3s)-3-((dimethylamino)methyl)cyclobutyl)methyl)-5-(1-methyl-1H-pyrazol-3-yl)pyridine-2,4-diamine